NC1=CC(=C2C(=N1)C=C(S2)C2=CC=NN2)NCCCN(C(C)=O)C N-(3-((5-amino-2-(1H-pyrazol-5-yl)thieno[3,2-b]pyridin-7-yl)amino)propyl)-N-methylacetamide